5,6-dihydro-4-hydroxy-6-methyl-2H-pyran OC1=CCOC(C1)C